FC=1C=C(C=CC1OC)C=1C=CC=C2C=NC(=NC12)NC1=CC(=CC=C1)N1CCN(CC1)C 8-(3-fluoro-4-methoxyphenyl)-N-(3-(4-methylpiperazin-1-yl)phenyl)quinazolin-2-amine